CN(CCN(C1=C(C=C(C=C1F)NC=1N=C(C2=C(N1)NC=C2)C2=CN(C1=CC=CC=C21)C)NC(C)=O)CC)C N-(2-((2-(dimethylamino)ethyl)(ethyl)amino)-3-fluoro-5-((4-(1-methyl-1H-indol-3-yl)-7H-pyrrolo[2,3-d]pyrimidin-2-yl)amino)phenyl)acetamide